N-(2-Chloro-3-{(4S)-2-imino-4-methyl-1-[(2R*,4R*)-2-methyl-tetrahydropyran-4-yl]-6-oxo-hexahydropyrimidin-4-yl}phenyl)-4-fluorobenzamide hydrochloride Cl.ClC1=C(C=CC=C1[C@]1(NC(N(C(C1)=O)[C@H]1C[C@H](OCC1)C)=N)C)NC(C1=CC=C(C=C1)F)=O |o1:15,17|